(R)-2-ethyl-2,3,4,5-tetrahydro-[1,4]oxazepino[7,6-f]quinoline C(C)[C@H]1OC2=C3C=CC=NC3=CC=C2CNC1